2-((3aR,5r,6aS)-5-(4-fluorobenzyl)-5-hydroxyhexa-hydrocyclopenta[c]pyrrol-2(1H)-yl)-1-(5-hydroxypyridin-2-yl)ethanone FC1=CC=C(CC2(C[C@@H]3[C@@H](CN(C3)CC(=O)C3=NC=C(C=C3)O)C2)O)C=C1